FC1(CN(CC[C@H]1NC1=NN2C(C(=N1)OC)=C(C=C2)C=2C=CC1=C(N(N=N1)CCCF)C2)C2COC2)F (R)-N-(3,3-difluoro-1-(oxetan-3-yl)piperidin-4-yl)-5-(1-(3-fluoropropyl)-1H-benzo[d][1,2,3]triazol-6-yl)-4-methoxypyrrolo[2,1-f][1,2,4]triazin-2-amine